6-bromo-5-fluoro-2,3-dihydro-1H-inden-1-one BrC1=C(C=C2CCC(C2=C1)=O)F